N-[(R)-(2,3,4,5,6-pentafluorophenoxy)phenoxyphosphoryl]-L-alanine-(2-ethylbutyl) ester C(C)C(COC([C@@H](N[P@@](=O)(OC1=CC=CC=C1)OC1=C(C(=C(C(=C1F)F)F)F)F)C)=O)CC